CNC(=O)C1=CC(=NC(=C1)C=1N=NN(C1)C1=CC(=C(C(=O)O)C=C1)O)C=1N=NN(C1)C1=CC(=C(C(=O)O)C=C1)O 4,4'-((4-(methylcarbamoyl)pyridine-2,6-diyl)bis(1H-1,2,3-triazole-4,1-diyl))bis(2-hydroxybenzoic acid)